N1C=NC=C1CCNC(\C=C\C=1NC=CN1)=O (E)-N-(2-(1H-imidazol-5-yl)ethyl)-3-(1H-imidazol-2-yl)acrylamide